3-Sulfinoalanin S(=O)(O)C[C@H](N)C(=O)O